4-[2-Cyclopropyl-6-(4-fluoro-6-{[(2R)-2-(methoxymethyl)pyrrolidin-1-yl]methyl}-1-oxo-3H-isoindol-2-yl)pyridin-4-yl]-3-(4-methyl-1,2,4-triazol-3-yl)benzonitrile C1(CC1)C1=NC(=CC(=C1)C1=C(C=C(C#N)C=C1)C1=NN=CN1C)N1C(C2=CC(=CC(=C2C1)F)CN1[C@H](CCC1)COC)=O